4-isothiocyano-2-(trifluoromethyl)benzyl isothiocyanate N(=C=S)C1=CC(=C(CN=C=S)C=C1)C(F)(F)F